4-methylpentanamide trifluoroacetate salt FC(C(=O)O)(F)F.CC(CCC(=O)N)C